((3R,4R,5R,6R)-4,5-bis(benzyloxy)-6-((benzyloxy)methyl)tetrahydro-2H-pyran-3-yl)propionic acid C(C1=CC=CC=C1)O[C@@H]1[C@@H](CO[C@@H]([C@@H]1OCC1=CC=CC=C1)COCC1=CC=CC=C1)C(C(=O)O)C